N-(4-(4-(methylsulfonyl)-piperazin-1-yl)pyridin-2-yl)-5-(pyridin-4-yl)thiazolo-[5,4-b]pyridin-2-amine CS(=O)(=O)N1CCN(CC1)C1=CC(=NC=C1)NC=1SC2=NC(=CC=C2N1)C1=CC=NC=C1